4-cyanophenyl diethyl phosphite P(OC1=CC=C(C=C1)C#N)(OCC)OCC